C1(CC1)C1=NN2C(=NN(C(C2=C1)=O)CC(=O)N[C@H]1CN(CCC1)C(=O)OC(C)(C)C)C(C)C tert-butyl (R)-3-(2-(2-cyclopropyl-7-isopropyl-4-oxopyrazolo[1,5-d][1,2,4]triazin-5(4H)-yl)acetamido)piperidine-1-carboxylate